4-methyl-N-((4-phenylthiophen-2-yl)methylene)benzenesulfonamide CC1=CC=C(C=C1)S(=O)(=O)N=CC=1SC=C(C1)C1=CC=CC=C1